(4-propylphenyl)ethylmagnesium bromide C(CC)C1=CC=C(C=C1)CC[Mg]Br